CN1N=C2C(C(N(C=3C(=CC=CC23)NC2=CC(=NC=C2C(=O)NC([2H])([2H])[2H])NC(=O)NC)C)([2H])[2H])=N1 4-((2,5-dimethyl-4,5-dihydro-2H-[1,2,3]triazolo[4,5-c]quinolin-6-yl-4,4-d2)amino)-N-(methyl-d3)-6-(3-methylureido)nicotinamide